(R)-2-(oxiran-2-ylmethyl)-1,2,3,4-tetrahydroisoquinoline maleate C(\C=C/C(=O)O)(=O)O.O1[C@@H](C1)CN1CC2=CC=CC=C2CC1